COC(NC1=CC2=C(C=N1)C(=NN2C2OCCCC2)N2CC1OC(C2)C1)=O (3-(6-oxa-3-azabicyclo[3.1.1]hept-3-yl)-1-(tetrahydro-2H-pyran-2-yl)-1H-pyrazolo[4,3-c]pyridin-6-yl)carbamic acid methyl ester